N-(2-(4-Fluoro-4-methylpiperidin-1-yl)-6-methylpyrimidin-4-yl)-4-((2-hydroxyethyl)sulfonamido)-2-(6-azaspiro[2.5]octan-6-yl)benzamide FC1(CCN(CC1)C1=NC(=CC(=N1)NC(C1=C(C=C(C=C1)NS(=O)(=O)CCO)N1CCC2(CC2)CC1)=O)C)C